dicyclopentenyloxyethyl (3-ethyl-3-oxetylmethyl) ether C(C)C1(COC1)COCC(OC1=CCCC1)OC1=CCCC1